tert-Butyl 2-(((3-(2-fluorophenoxy)-6-nitro-2-(trifluoromethyl)phenyl)(methyl)amino)methyl)pyrrolidine-1-carboxylate FC1=C(OC=2C(=C(C(=CC2)[N+](=O)[O-])N(C)CC2N(CCC2)C(=O)OC(C)(C)C)C(F)(F)F)C=CC=C1